C(C#CC)N1CCC(CC1)N1N=CC(=C1C)C=1C=C(C=2N(C1)N=CC2)OC 6-[1-(1-But-2-ynyl-4-piperidinyl)-5-methyl-pyrazol-4-yl]-4-methoxy-pyrazolo[1,5-a]pyridin